C(C)(C)N(C(C)C)CC N,N-diisopropylethyl-ammonia